(R)-N-((R)-1-(9-fluoro-5H-pyrido[3',2':4,5]pyrano[2,3-b]quinoxalin-11-yl)ethyl)-2-methylpropane-2-sulfinamide FC=1C=C(C=2N=C3C(=NC2C1)OCC1=C3C=CC=N1)[C@@H](C)N[S@](=O)C(C)(C)C